tert-Butyl 3-(4-((2-hydroxyethyl)sulfinyl)-7-(thiazol-2-yl)benzo[d]oxazol-2-yl)-3,6-diazabicyclo[3.1.1]heptane-6-carboxylate OCCS(=O)C1=CC=C(C2=C1N=C(O2)N2CC1N(C(C2)C1)C(=O)OC(C)(C)C)C=1SC=CN1